N-(4-((3-(1-((1R,2S)-2-fluorocyclopentyl)-1H-pyrazol-4-yl)-2-methoxyphenyl)amino)-5-methoxypyridin-2-yl)cyclopropanecarboxamide F[C@@H]1[C@@H](CCC1)N1N=CC(=C1)C=1C(=C(C=CC1)NC1=CC(=NC=C1OC)NC(=O)C1CC1)OC